4-propyl-1,5-naphthyridine-3-carboxylic acid C(CC)C1=C(C=NC2=CC=CN=C12)C(=O)O